C[C@@]1([C@]([C@@](O[C@@H]1CO)(N1C=NC=2C(NC)=NC=NC12)C)(O)C)O trimethyl-N-methyl-adenosine